C(C=C)OCCOCCOCCOCC=C triethyleneglycol diallyl ether